N1=CN=C(C2=C1NC=C2)NC=2C=C(C=CC2N2CCN(CC2)S(=O)(=O)C2CC2)C#CC(C)(O)C=2SC=CN2 4-(3-((7H-pyrrolo[2,3-d]pyrimidin-4-yl)amino)-4-(4-(cyclopropylsulfonyl)piperazin-1-yl)phenyl)-2-(thiazol-2-yl)but-3-yn-2-ol